NC(CN1CCN(CC1)C1=C(C=C2CN(C(C2=C1)=O)C(C)C)NC(=O)C=1C=NN2C1N=CC=C2)=O N-(6-(4-(2-amino-2-oxoethyl)piperazin-1-yl)-2-isopropyl-1-oxoisoindolin-5-yl)pyrazolo[1,5-a]pyrimidine-3-carboxamide